FC1=C(OC2=C(C=C(C(=C2)OC2=C(C(=C(C(=C2F)F)C=C)F)F)N)N)C(=C(C(=C1F)C=C)F)F 4,6-bis(2,3,5,6-tetrafluoro-4-vinylphenoxy)benzene-1,3-diamine